ClC1=CC(=C2C(C(=CN(C2=N1)C=1SC=CN1)C(=O)OCC)=O)OC ethyl 7-chloro-5-methoxy-4-oxo-1-(1,3-thiazol-2-yl)-1,4-dihydro-1,8-naphthyridine-3-carboxylate